1-(4-chlorobenzyl)-1H-indazole-3-carboxylic acid ClC1=CC=C(CN2N=C(C3=CC=CC=C23)C(=O)O)C=C1